O=C1C=C2C(=CN1)C1CCC(C2)N1 oxo-3,5,6,7,8,9-hexahydro-2H-6,9-epiminocyclohepta[c]pyridine